5-ethynyl-N-(4-(pyrrolidin-1-ylmethyl)-pyridin-2-yl)thiazolo-[5,4-b]pyridin-2-amine C(#C)C1=CC=C2C(=N1)SC(=N2)NC2=NC=CC(=C2)CN2CCCC2